(4-methylbicyclo[2.2.2]oct-1-yl)methanol CC12CCC(CC1)(CC2)CO